1,3-di(carbazol-9-yl)benzene C1=CC=CC=2C3=CC=CC=C3N(C12)C1=CC(=CC=C1)N1C2=CC=CC=C2C=2C=CC=CC12